(S)-N-methyl-pyrrolidine-2-carboxamide CNC(=O)[C@H]1NCCC1